Eicosyl-dimethyl-tetraethyleneglycol ammonium sulfite S(=O)([O-])[O-].[NH4+].C(CCCCCCCCCCCCCCCCCCC)C(C(C)(C)O)OCCOCCOCCO.[NH4+]